bis(2,4,6-trimethoxybenzoyl)phenylphosphine oxide COC1=C(C(=O)P(C2=CC=CC=C2)(C(C2=C(C=C(C=C2OC)OC)OC)=O)=O)C(=CC(=C1)OC)OC